O=P(OC)OC dimethyl phosphite